N1=C(C=CC=C1)C1=NC=C(C=N1)NC(=O)C1=CN=CO1 N-(2-(pyridin-2-yl)pyrimidin-5-yl)oxazole-5-carboxamide